FC(CN1C=C(C=2C1=NC(=CC2)[C@@H]2[C@H](C2)C=2C=1N(N=C(C2)C=2C(NC(NC2)=O)=O)C=CN1)C(F)(F)F)(F)F 5-(8-((1S,2S)-2-(1-(2,2,2-trifluoroethyl)-3-(trifluoromethyl)-1H-pyrrolo[2,3-b]pyridin-6-yl)cyclopropyl)imidazo[1,2-b]pyridazin-6-yl)pyrimidine-2,4(1H,3H)-dione